CC(=O)NC1C(C2C(COC(O2)C3=CC=CC=C3)OC1OC4=CC=C(C=C4)/C=C/C(=O)C5=CC=CC=C5)O 4-[(1E)-3-Oxo-3-phenylprop-1-en-1-yl]phenyl 2-(acetylamino)-4,6-O-benzylidene-2-deoxyhexopyranoside